4-amino-2-bromo-3-(pyrimidin-2-yl)-1-((2-(trimethylsilyl)ethoxy)-methyl)-1H-pyrrolo[3,2-c]pyridine-7-carbonitrile NC1=NC=C(C2=C1C(=C(N2COCC[Si](C)(C)C)Br)C2=NC=CC=N2)C#N